2-[2-fluoro-4-[3-[1-(5-methoxypyrimidin-2-yl)-4-piperidyl]propoxy]phenyl]-1-[3-[[[rac-(2S,3R,4R,5R)-2,3,4,5,6-pentahydroxyhexyl]amino]methyl]azetidin-1-yl]ethanone FC1=C(C=CC(=C1)OCCCC1CCN(CC1)C1=NC=C(C=N1)OC)CC(=O)N1CC(C1)CNC[C@@H]([C@H]([C@@H]([C@@H](CO)O)O)O)O |r|